4-Methyl-N-((R)-2-(((S)-11-oxo-2,3,10,11-tetrahydro-1H,5H-benzo[d]pyrazolo[1,2-a][1,2]diazepin-10-yl)carbamoyl)butyl)isoxazol-5-carboxamid CC=1C=NOC1C(=O)NC[C@@H](CC)C(N[C@H]1C2=C(CN3N(C1=O)CCC3)C=CC=C2)=O